ClC=1CC2=C(C3=CC=CC=C3C(=C2CC1)OC(C)=O)OC(C=C)=O 2-chloro-9-acryloyloxy-10-acetoxy-1,4-dihydroanthracene